C1(CCC1)CN1C(N(CC12CCC(CC2)(C2=CC=CC=C2)N(C)C)CC(C#N)(C)C)=O 3-(1-(Cyclobutylmethyl)-8-(Dimethylamino)-2-Oxo-8-Phenyl-1,3-Diazaspiro[4.5]Decan-3-yl)-2,2-Dimethylpropanenitrile